5,5-dimethyl-1-(3-(pyrrolidin-1-yl)propyl)imidazolidine-2,4-dione CC1(C(NC(N1CCCN1CCCC1)=O)=O)C